trans-2-((4-(4-(4-chloro-2-fluorophenyl)-5-methyl-4H-1,2,4-triazol-3-yl)cyclohexyl)oxy)pyridine ClC1=CC(=C(C=C1)N1C(=NN=C1C)[C@@H]1CC[C@H](CC1)OC1=NC=CC=C1)F